C(C)(=O)OCC(=O)NC1=CC=C(C=C1)C=1N(C(C(=CN1)NCC1=CC2=C(OC3=C2C=CC=C3)C=C1)=O)CC(=O)OCCCC butyl 2-(2-(4-(2-acetoxyacetamido)phenyl)-5-((dibenzo[b,d]furan-2-ylmethyl)amino)-6-oxopyrimidin-1(6H)-yl)acetate